((2R,5S)-5-(4-chlorobenzyl)-4-(4-(1,5-dimethyl-1H-pyrazol-3-yl)cyclohexyl)morpholin-2-yl)methanol 2,2,2-trifluoroacetate FC(C(=O)O)(F)F.ClC1=CC=C(C[C@H]2CO[C@H](CN2C2CCC(CC2)C2=NN(C(=C2)C)C)CO)C=C1